ClC1=C(C=C(OCC(=O)NC23CC(C(CC2)(CC3)C3=NC(=NO3)CCl)=O)C=C1)F 2-(4-chloro-3-fluorophenoxy)-N-(4-(3-(chloromethyl)-1,2,4-oxadiazol-5-yl)-3-oxobicyclo[2.2.2]oct-1-yl)acetamide